ClC1=CC(=CN1C1=NC=C(C=C1OCC=1C=NC=C(C1)F)F)C(=O)O 5-chloro-1-{5-fluoro-3-[(5-fluoropyridin-3-yl)methoxy]pyridin-2-yl}-1H-pyrrole-3-carboxylic acid